2,2,2-trifluoroethane-1-amine hydrochloride Cl.FC(CN)(F)F